(S)-N-(2-(isoquinolin-1-yl)propan-2-yl)-2-(pyrrolidin-2-yl)acetamide C1(=NC=CC2=CC=CC=C12)C(C)(C)NC(C[C@H]1NCCC1)=O